C(C)(=O)OCC1=C(C(=CC(=C1)Cl)S(NC1=C(C(=CC=C1)C=1N=C(N2C1C(=NC=C2)N)C)F)(=O)=O)Cl 3-(N-(3-(8-amino-3-methylimidazo[1,5-a]pyrazin-1-yl)-2-fluorophenyl)sulfamoyl)-2,5-dichlorobenzyl acetate